BrC1=NC(=CC2=C1N=C(N=C2)SC)C 8-bromo-6-methyl-2-(methylthio)pyrido[3,4-d]pyrimidine